O1NC(C2=C1CNC(C2)([2H])[2H])=O 4,5,6,7-tetrahydroisoxazolo[5,4-c]pyridin-3(2H)-one-5,5-d2